1,3,2-dioxacyclooctatriene C1=C=C=COOCC1